C(C)(C)C=1NSC=CC1 isopropylthiazine